2-(hydroxymethyl)-7,7-dimethyl-7,8-dihydro-1,6-naphthyridin-5(6H)-one OCC1=NC=2CC(NC(C2C=C1)=O)(C)C